3-{5'-chloro-2'-[(4,5-dimethylpyridine-3-sulfonyl)amino]-3'-fluoro[1,1'-biphenyl]-4-yl}propanoic acid ClC=1C=C(C(=C(C1)C1=CC=C(C=C1)CCC(=O)O)NS(=O)(=O)C=1C=NC=C(C1C)C)F